OC1=CC=C(C=C1)C=1C(=C(C=CC1C(C)C)C(C)C)C1=CC=C(C=C1)O bis(4-hydroxyphenyl)-p-diisopropyl-benzene